3-(6-bromo-2-oxo-benzo[ctZ]indol-1-yl)piperidine-2,6-dione BrC=1C=C2CC3=C(C(N(C13)C1C(NC(CC1)=O)=O)=O)C=C2